N-methyl-N-(1-oxotetradecyl)-glycine CN(CC(=O)O)C(CCCCCCCCCCCCC)=O